N-(5-((6-((2-(1H-pyrazol-1-yl)phenyl)amino)pyrimidin-4-yl)amino)-2-(3-oxa-8-azabicyclo[3.2.1]octan-8-yl)-4-methoxyphenyl)acrylamide N1(N=CC=C1)C1=C(C=CC=C1)NC1=CC(=NC=N1)NC=1C(=CC(=C(C1)NC(C=C)=O)N1C2COCC1CC2)OC